FC=1C=C(CC2=NC=CC(=C2)N2N=C(C(=C2)C(=O)N(C)C)C)C=C(C1)C(F)(F)F 1-(2-(3-Fluoro-5-(trifluoromethyl)benzyl)pyridin-4-yl)-N,N,3-trimethyl-1H-pyrazol-4-carboxamid